(R)-2-amino-N4,N4-dimethyl-N1-((R)-4-phenyl-1-(4,4,5,5-tetramethyl-1,3,2-dioxaborolan-2-yl)butyl)succinamide hydrochloride Cl.N[C@@H](C(=O)N[C@@H](CCCC1=CC=CC=C1)B1OC(C(O1)(C)C)(C)C)CC(=O)N(C)C